N=1N(N=CC1)C1=C(C=CC=C1)C(=O)N1[C@@H]2[C@@H](C[C@H](C1)C2)OC2=NC=C(C=N2)Cl (2-(2H-1,2,3-triazol-2-yl)phenyl)((1S,4R,6R)-6-((5-chloropyrimidin-2-yl)oxy)-2-azabicyclo[2.2.1]heptan-2-yl)methanone